(9H-fluoren-9-yl)methyl (R)-(1-(methylamino)-1-oxo-3-(tritylthio)prop-2-yl)carbamate CNC([C@H](CSC(C1=CC=CC=C1)(C1=CC=CC=C1)C1=CC=CC=C1)NC(OCC1C2=CC=CC=C2C=2C=CC=CC12)=O)=O